CN1N=C(C(=C1)C(F)(F)F)C(=O)OCC Ethyl 1-methyl-4-(trifluoromethyl)pyrazole-3-carboxylate